NC1=CC(=NC=N1)NC1=CC2=C(C=N1)C=NN2C2=C(C=C(C#N)C=C2)C 4-(6-((6-aminopyrimidin-4-yl)amino)-1H-pyrazolo[4,3-c]pyridin-1-yl)-3-methylbenzonitrile